NCC12CCC(CC1)(C2)O 4-(aminomethyl)bicyclo[2.2.1]Heptan-1-ol